C12CN(CC(O1)C2)C=2C=C1C(=CN=NC1=CC2)N[C@H](C)C2=C(C(=CC=C2)C(F)(F)F)C 6-(6-Oxa-3-azabicyclo[3.1.1]heptan-3-yl)-N-((R)-1-(2-methyl-3-(trifluoromethyl)phenyl)ethyl)cinnolin-4-amine